(1s,3s)-N1-(5-([1,2,4]triazolo[1,5-a]pyridin-6-yl)-4-methoxypyrrolo[2,1-f][1,2,4]triazin-2-yl)-3-methylcyclobutane-1,3-diamine N=1C=NN2C1C=CC(=C2)C=2C=CN1N=C(N=C(C12)OC)NC1CC(C1)(N)C